N=C(CCCSCCC(=O)OCCCCCCCCCCCCCC)NCCCN(CCCNC(CCCSCCC(=O)OCCCCCCCCCCCCCC)=N)CCCNC(CCSCCC(OCCCCCCCCCCCCCC)=O)=N ditetradecyl 8,18-diimino-13-(3-(3-((3-oxo-3-(tetradecyloxy)propyl)thio)propanimidamido)propyl)-4,22-dithia-9,13,17-triazapentacosanedioate